[5-chloro-6-(2H-1,2,3-triazol-2-yl)-1H-pyrrolo[2,3-b]pyridin-3-yl][1-(5-fluoronaphthalen-1-yl)-5-(trifluoromethyl)-1H-pyrazol-4-yl]methanone ClC=1C=C2C(=NC1N1N=CC=N1)NC=C2C(=O)C=2C=NN(C2C(F)(F)F)C2=CC=CC1=C(C=CC=C21)F